5-bromo-4-chloro-2-cyclopropyl-6-methyl-pyrimidine BrC=1C(=NC(=NC1C)C1CC1)Cl